ClC1=C(C=CC=O)C=CC=C1 2-CHLOROCINNAMALDEHYDE